(S)-4-(5-(4,5-difluoro-2-((4-(trifluoromethyl)phenyl)amino)phenyl)-1,3,4-oxadiazol-2-yl)oxazolidin-2-one FC1=CC(=C(C=C1F)C1=NN=C(O1)[C@H]1NC(OC1)=O)NC1=CC=C(C=C1)C(F)(F)F